BrC=1C=CC(=NC1)C(O)C1=NC=CC=N1 (5-bromopyridin-2-yl)(pyrimidin-2-yl)methanol